FC(S(=O)(=O)OC1=C(C=C(C=C1)S(=O)(=O)N1CCC(CC1)C1=CC=CC=C1)N1C2CN(CC1CC2)C(C2=C(C=C(C=C2)F)Cl)=O)(F)F [2-[3-(2-Chloro-4-fluoro-benzoyl)-3,8-diazabicyclo[3.2.1]oct-8-yl]-4-[(4-phenyl-1-piperidinyl) sulfonyl] phenyl] trifluoromethanesulfonate